OCCN(CCO)CCO tris(hydroxyl-ethyl)amine